C1OC=2C=C(C=CC2O1)C1C2COC(C2CO1)OC1=CC(=C(C=C1)O)OC 2-(3,4-methylenedioxyphenyl)-6-(3-methoxy-4-hydroxyphenoxy)-3,7-dioxabicyclo[3.3.0]octane